oxo-5,6,7,8-tetrahydroisoquinolin O=C1C=2C=CN=CC2CCC1